(3S,4R)-4-((6-chloro-5-fluoro-7-propylpyrrolo[2,1-f][1,2,4]triazin-2-yl)amino)tetrahydro-2H-pyran-3-ol ClC=1C(=C2C=NC(=NN2C1CCC)N[C@H]1[C@@H](COCC1)O)F